The molecule is an organic thiophosphate, an organothiophosphate insecticide and an organochlorine insecticide. It has a role as an agrochemical and an EC 3.1.1.7 (acetylcholinesterase) inhibitor. CCOP(=S)(OCC)OC(C(Cl)(Cl)Cl)Cl